O1C(=CC=C1)CNC1=C2C(=NS1)C(=CS2)C N-[(furan-2-yl)methyl]-6-methylthieno[3,2-c][1,2]thiazol-3-amine